3-(2,5-dichlorothiophen-3-yl)-N-ethyl-propionamide ClC=1SC(=CC1CCC(=O)NCC)Cl